N-[(3,4-difluorophenyl)methyl]-4-(5-methyl-2-methylsulfanyl-pyrimidin-4-yl)-1H-imidazole-2-carboxamide FC=1C=C(C=CC1F)CNC(=O)C=1NC=C(N1)C1=NC(=NC=C1C)SC